FC1=C(C(=NC(=C1C(N1N=C(C(=C1F)F)F)(F)F)C(F)(F)F)C(=O)O)C1=C(C(=C(C(=C1F)F)F)F)F.ClC1=CC(=CC(=N1)C#N)F 6-chloro-4-fluoropyridineformonitrile Perfluorophenyl-5-((1H-pyrazol-1-yl)methyl)-6-methylpicolinate